(Z)-3-(3-hydroxybenzyl)-5-(2,4,5-trifluoro-3-hydroxybenzylidene)thiazolidine-2,4-dione OC=1C=C(CN2C(S\C(\C2=O)=C/C2=C(C(=C(C(=C2)F)F)O)F)=O)C=CC1